CN(CC(=O)N1CCC(CC1)OC1=NNC2=CC(=CC(=C12)C)C=1C=C(C=2N(C1)N=CN2)C)C 2-(dimethylamino)-1-(4-((4-methyl-6-(8-methyl-[1,2,4]triazolo[1,5-a]pyridin-6-yl)-1H-indazol-3-yl)oxy)piperidin-1-yl)ethan-1-one